4-(5-fluoro-3-pyridinyl)-N-[2-(1H-indol-3-yl)ethyl]-6-isopropoxy-1,3,5-triazin-2-amine FC=1C=C(C=NC1)C1=NC(=NC(=N1)OC(C)C)NCCC1=CNC2=CC=CC=C12